1-Ethyl-N-(3-(methylsulfonyl)phenyl)-2-(2,2,2-trifluoro-1-hydroxy-1-(4-methoxyphenyl)ethyl)-1H-benzo[d]imidazole-6-carboxamide C(C)N1C(=NC2=C1C=C(C=C2)C(=O)NC2=CC(=CC=C2)S(=O)(=O)C)C(C(F)(F)F)(C2=CC=C(C=C2)OC)O